C(=C)OC(C(C=C)OC=C)(C=C)C=C trivinyl-ethylene glycol divinyl ether